4-(1-methyl-1H-indol-3-yl)-N-(3-methyl-4-(4-(2-nitro-1H-imidazol-1-yl)butoxy)phenyl)pyrimidin-2-amine CN1C=C(C2=CC=CC=C12)C1=NC(=NC=C1)NC1=CC(=C(C=C1)OCCCCN1C(=NC=C1)[N+](=O)[O-])C